N,N-Di-(2-hydroxypropyl)cyclohexylamin OC(CN(CC(C)O)C1CCCCC1)C